FC1=CC=C(C=C1)NC1=C(C=CC=C1)[N+](=O)[O-] N-(4-Fluorophenyl)-2-nitroaniline